F[C@@H]1[C@@H](CN(CC1)CC=1C=C(C=2N(C1)C(=CN2)C)C(=O)N)C 6-(((3R,4S)-4-fluoro-3-methylpiperidin-1-yl)methyl)-3-methylimidazo[1,2-a]pyridine-8-carboxamide